CC1(CC1)OC=1C=C2C(=CN1)NN=C2C2=NC=NC(=C2)N2CCC(CC2)CN2CCNCC2 5-(1-methylcyclopropoxy)-3-[6-[4-(piperazin-1-ylmethyl)-1-piperidyl]pyrimidin-4-yl]-1H-pyrazolo[3,4-c]pyridine